C(C)(=O)N1CCN(CC1)CCOC=1C=C2C(NC(=NC2=C(C1)C)C=1C=C2C(=CN1)SC=C2)=O 6-[2-(4-acetyl-piperazin-1-yl)-ethoxy]-8-methyl-2-thieno[2,3-c]pyridin-5-yl-3H-quinazolin-4-one